ClC1=CC=C(C=C1)C=1N=C(SC1)O 4-(4-chlorophenyl)-2-hydroxythiazole